O1C=CC=2C(=NC=CC21)C(C)(C)C(C(=O)N)C2N(CCC2)C (2-(furo[3,2-c]pyridin-4-yl)propan-2-yl)-2-(1-methylpyrrolidin-2-yl)acetamide